C(C1=CC=CC=C1)C1(CC(=NO1)CNC(C1=C(C=CC(=C1)Cl)Cl)=O)C(=O)N[C@@H](C(C)C)B(O)O ((1R)-1-(5-benzyl-3-((2,5-dichlorobenzamido)methyl)-4,5-dihydroisoxazole-5-carboxamido)-2-Methylpropyl)boronic acid